Ethyl 2-(3-bromo-5-(trifluoromethyl)phenyl)2-cyanoacetate BrC=1C=C(C=C(C1)C(F)(F)F)C(C(=O)OCC)C#N